Methyl 4-(5-bromopyridin-2-yl)-1-methyl-1H-1,2,3-triazole-5-carboxylate BrC=1C=CC(=NC1)C=1N=NN(C1C(=O)OC)C